BrC=1C=C(C[C@@]2([C@H]3C[C@H]3[C@@H](C2)NS(=O)(=O)C)C(=O)OC)C=CC1F methyl (1S,2R,4R,5R)-2-(3-bromo-4-fluorobenzyl)-4-(methylsulfonamido)bicyclo[3.1.0]hexane-2-carboxylate